N1(CCNCC1)C1=NC=CN=C1C1=CC=C(C=C1)C(F)(F)F 2-(piperazin-1-yl)-3-(4-(trifluoromethyl)phenyl)pyrazine